Heptadecan-9-yl 8-((3-(2-((furan-2-ylmethyl)sulfinyl)acetamido)propyl)(8-oxo-8-(undecan-3-yloxy)octyl)amino)octanoate Methyl-2-((furan-2-ylmethyl)sulfinyl)acetate COC(CS(=O)CC=1OC=CC1)=O.O1C(=CC=C1)CS(=O)CC(=O)NCCCN(CCCCCCCC(=O)OC(CCCCCCCC)CCCCCCCC)CCCCCCCC(OC(CC)CCCCCCCC)=O